C1(=CC=CC=C1)C1=C(C(=NN=N1)C1=C(C2=C([Se]C3=C2C=CC=C3)C=C1)C1=C(C=CC=C1)C1=CC=CC=C1)C1=C(C=CC=C1)C1=CC=CC=C1 [phenyl(biphenylyl)triazinyl][(biphenylyl)dibenzoselenophen]